COC(C(=C)COCC=C)=O 2-((allyloxy)methyl)acrylic acid methyl ester